ethyl stearate (ethyl stearate) C(C)C(C(=O)O)CCCCCCCCCCCCCCCC.C(CCCCCCCCCCCCCCCCC)(=O)OCC